(Z)-2-(2,6-dioxopiperidin-3-yl)-5-(4-(3-((6-(5-fluoro-2-oxoindolin-3-ylidene)-2-methyl-1,4,5,6-tetrahydrocyclopenta[b]pyrrol-3-yl)amino)propyl)piperazin-1-yl)isoindoline-1,3-dion O=C1NC(CCC1N1C(C2=CC=C(C=C2C1=O)N1CCN(CC1)CCCNC=1C2=C(NC1C)\C(\CC2)=C\2/C(NC1=CC=C(C=C21)F)=O)=O)=O